N1NC(C=2C1=NC=NC2)=O 1H-pyrazolo[3,4-d]pyrimidin-3(2H)-one